octasiloxane [SiH3]O[SiH2]O[SiH2]O[SiH2]O[SiH2]O[SiH2]O[SiH2]O[SiH3]